C[C@@]12CCC[C@@H](C2CC[C@@H]1[C@@H](CCCO)C)O[Si](CC)(CC)CC (4R)-4-((1R,4S,7aR)-7a-methyl-4-((triethylsilyl)oxy)octahydro-1H-inden-1-yl)pentan-1-ol